C(C)S(=O)(=O)C1=NN2C(N=CC=C2NCC(C)C)=C1C1=NC=C(N=C1)OCC(C(F)(F)F)(F)F 2-(ethylsulfonyl)-N-isobutyl-3-(5-(2,2,3,3,3-pentafluoropropoxy)pyrazin-2-yl)pyrazolo[1,5-a]pyrimidin-7-amine